CC(C)(C)OC(=O)N1CC[C@H](C1)C(=O)O N-Boc-D-beta-proline